C(C)(C)(C)OC(N(C)C1(CCC1)CN)=O.FC=1C=C(C=CC1OC(C)C)C1=NN2C(=NC=3C=CC=CC3C2=N1)N[C@H]1C(NCCCC1)=O (3R)-3-[(2-{3-fluoro-4-[(propan-2-yl)oxy]phenyl}[1,2,4]triazolo[1,5-c]quinazolin-5-yl)amino]azepan-2-one tert-butyl-(1-(aminomethyl)cyclobutyl)(methyl)carbamate